tert-butyl (4-((8-bromo-6-cyclopropylimidazo[1,2-a]pyridin-2-yl)methoxy)-6-chloro pyridazin-3-yl)(tert-butoxycarbonyl)carbamate BrC=1C=2N(C=C(C1)C1CC1)C=C(N2)COC2=C(N=NC(=C2)Cl)N(C(OC(C)(C)C)=O)C(=O)OC(C)(C)C